BrC1=CC(=C(C=C1)N1[C@H](CN(CC1)C(=O)OC(C)(C)C)CO)F (R)-tert-Butyl 4-(4-bromo-2-fluorophenyl)-3-(hydroxymethyl)piperazine-1-carboxylate